ClC1=CC=C(C=N1)CN1N=C(C(=C1)C(=O)C=1C(CC(CC1O)(C)C)=O)C(F)F 2-(1-((6-Chloropyridin-3-yl)methyl)-3-(difluoromethyl)-1H-pyrazole-4-carbonyl)-3-hydroxy-5,5-dimethylcyclohex-2-en-1-one